Butyl-5-isobutyl-4-hydroxy-1-isopropyl-pyrazol C(CCC)C1=NN(C(=C1O)CC(C)C)C(C)C